N1,N4-bis(3-(1H-benzo[d]imidazol-2-yl)phenyl)terephthalamide N1C(=NC2=C1C=CC=C2)C=2C=C(C=CC2)NC(C2=CC=C(C(=O)NC1=CC(=CC=C1)C1=NC3=C(N1)C=CC=C3)C=C2)=O